ClC1=C(C=C(C=C1)C1=NN(C(=N1)CC(NCC1=CC(=CC(=C1)Cl)Cl)=O)CCC(=O)OC)F methyl 3-[3-(4-chloro-3-fluorophenyl)-5-({[(3,5-dichlorophenyl)methyl] carbamoyl}methyl)-1H-1,2,4-triazol-1-yl]propanoate